N-(2,3-dichloro-phenyl)-anthranilic acid ClC1=C(C=CC=C1Cl)NC=1C(C(=O)O)=CC=CC1